BrC=1C=C2C(=C(NC2=CC1Cl)C(=O)O)C 5-bromo-6-chloro-3-methyl-1H-indole-2-carboxylic acid